4-((2-Methoxy-3-(pyridin-2-yl)phenyl)amino)-2-(pyridin-2-ylamino)pyrimidine-5-carboxamide COC1=C(C=CC=C1C1=NC=CC=C1)NC1=NC(=NC=C1C(=O)N)NC1=NC=CC=C1